3-(bromomethyl)-4-chloro-1-(2-methoxyethyl)-1H-pyrazole BrCC1=NN(C=C1Cl)CCOC